(2S,5S)-5-((S)-2-Benzoylamino-butyrylamino)-4-oxo-1,2,4,5,6,7-hexahydro-azepino[3,2,1-hi]indole-2-carboxylic acid (1H-[1,2,3]triazol-4-ylmethyl)-amide N1N=NC(=C1)CNC(=O)[C@H]1N2C3=C(C=CC=C3C1)CC[C@@H](C2=O)NC([C@H](CC)NC(C2=CC=CC=C2)=O)=O